3-(2-chloro-5-aminopyrimidin-4-yl)quinoline ClC1=NC=C(C(=N1)C=1C=NC2=CC=CC=C2C1)N